C1(CC1)C1=CC=2N(C(=C1)C(F)(F)F)N=C(C2)CN2N=NC(=C2)C(=O)OCC ethyl 1-((5-cyclopropyl-7-(trifluoromethyl)pyrazolo[1,5-a]pyridin-2-yl)methyl)-1H-1,2,3-triazole-4-carboxylate